C(C)(C)N1C=C(C=C1C(NCCN1CCOCC1)=O)NC(=O)C1=CC(=CN1C)NC(C1=CN=C(C=C1)\C=C\C1=CC=C(C=C1)OC)=O (E)-N-(5-((1-isopropyl-5-((2-morpholinoethyl)carbamoyl)-1H-pyrrol-3-yl)carbamoyl)-1-methyl-1H-pyrrol-3-yl)-6-(4-methoxystyryl)nicotinamide